ClC=1C=NN(C(C1Cl)=O)[C@H]1[C@@H](CN(CC1)C(=O)OC(C)(C)C)F trans-1,1-dimethylethyl 4-[4,5-dichloro-6-oxo-pyridazin-1-yl]-3-fluoro-piperidine-1-carboxylate